C(C)(C)(C)OC(=O)[C@H]1CNCCC1 tert-butyl-(R)-piperidine-3-yl-carboxylate